Tert-butyl 4-(1-methylcyclopropyl)-4-oxobutanoate CC1(CC1)C(CCC(=O)OC(C)(C)C)=O